CCN1C[C@@]2(CC[C@@H]([C@@]34[C@@H]2[C@H]([C@@H](C31)[C@]5(C[C@@H]([C@H]6C[C@@H]4[C@@H]5[C@H]6O)OC)O)OC)O)COC The molecule is a diterpene alkaloid with formula C24H39NO6 that is isolated from several Aconitum species. It has a role as a plant metabolite. It is a bridged compound, a polyether, a diterpene alkaloid, a secondary alcohol, an organic heteropolycyclic compound, a tertiary alcohol, a tertiary amino compound and a triol. It derives from a hydride of an aconitane.